tert-butyl-(S)-2-(3-fluoro-4-(7-((3-(piperidin-1-yl)propyl)carbamoyl)benzo[d]imidazo[2,1-b]thiazol-2-yl)phenyl)pyrrolidine C(C)(C)(C)N1[C@@H](CCC1)C1=CC(=C(C=C1)C=1N=C2SC3=C(N2C1)C=CC(=C3)C(NCCCN3CCCCC3)=O)F